(R)-6-(2-hydroxy-2-(3'-isopropoxy-[1,1'-biphenyl]-3-yl)acetyl)-2-(1-phenylcyclopropyl)-3,5,6,7,8,9-hexahydro-4H-pyrimido[5,4-c]azepin-4-one O[C@@H](C(=O)N1CC2=C(CCC1)N=C(NC2=O)C2(CC2)C2=CC=CC=C2)C=2C=C(C=CC2)C2=CC(=CC=C2)OC(C)C